FC(C=1N=C2N(C(C1C1=CC=C(C=C1)OCC(F)(F)F)=O)C=CC(=C2)OC)F 2-(difluoromethyl)-8-methoxy-3-(4-(2,2,2-trifluoroethoxy)phenyl)-4H-pyrido[1,2-a]pyrimidin-4-one